2-(2-((6-(4-carbamimidoyl-2,6-dimethylbenzylamino)pyrimidin-4-yloxy)methyl)-6-cyclopropylimidazo[1,2-a]pyridin-8-yl)acetic acid C(N)(=N)C1=CC(=C(CNC2=CC(=NC=N2)OCC=2N=C3N(C=C(C=C3CC(=O)O)C3CC3)C2)C(=C1)C)C